C1(=CC=CC=C1)C1=C(C(=NN=N1)C1=C(C=CC=C1)C=1[Se]C2=C(C1C1=C(C(=CC=3C4=CC=CC=C4CC13)C)C)C=CC=C2)C2=C(C(=CC=1C3=CC=CC=C3CC21)C)C [phenyl(dimethylfluorenyl)triazinyl][(dimethylfluorenyl)benzselenophenyl]benzene